tritolyl-aluminum C1(=C(C=CC=C1)[Al](C1=C(C=CC=C1)C)C1=C(C=CC=C1)C)C